BrC1=CC(=CC=2C=COC21)COC2=C(C=CC(=C2)CNP(=O)(OCC)OCC)CC(=O)OCC ethyl 2-(2-((7-bromobenzofuran-5-yl)methoxy)-4-((diethoxyphosphorylamino)methyl)phenyl)acetate